N-(5-Cyanopiperidin-3-yl)-3-{[(3-oxo-3,4-dihydro-2H-1,4-benzoxazin-7-yl)amino]methyl}benzamid C(#N)C1CC(CNC1)NC(C1=CC(=CC=C1)CNC1=CC2=C(NC(CO2)=O)C=C1)=O